C(=O)(O)C=1C=C(C=C(C1)C(=O)O)P(O)=O 3,5-dicarboxyphenyl-phosphinic acid